racemic-1-cyclopentylethanol C1(CCCC1)[C@@H](C)O |r|